C(C)OC(C(CC1=CC=C(C=C1)F)N1OCN(OC1)C1=C(C=CC(=C1)Cl)N1N=NN=C1)=O 2-(4-(5-chloro-2-(1H-tetrazol-1-yl)phenyl)-2,5-dioxapiperazin-1-yl)-3-(4-fluorophenyl)propionic acid ethyl ester